1-(hydroxymethyl)indane-1-carboxylic acid OCC1(CCC2=CC=CC=C12)C(=O)O